FC1=C(C=CC2=C1C1=C(SC(=C1)COC)C1=C(C2=O)C=CC=C1)F 4,5-difluoro-2-(methoxymethyl)-8H-dibenzo[3,4:6,7]cyclohepta[1,2-b]thiophen-8-one